S(=O)(=O)(O)C(C(=O)O)CC(=O)O.C(C=C)(=O)NC(CS(=O)(=O)O)(C)C 2-acrylamido-2-methylpropanesulfonic acid, 2-sulfosuccinate salt